S(=O)(=O)([O-])OOS(=O)(=O)[O-].[Li+].[Li+] Lithium persulfat